OC(C(=O)NCC1=NC=CC=C1)CCC1=CC=CC=C1 2-hydroxy-4-phenyl-N-(pyridin-2-ylmethyl)butanamide